OC(C(=O)C1=CC=C(C=C1)OC)C1=CC=CC=C1 2-hydroxy-1-(4-methoxyphenyl)-2-phenylethanone